C(C)(C)N1C(N(C2=C1C=CC(=C2)C(=O)O)C)=O 1-isopropyl-3-methyl-2-oxo-2,3-dihydro-1H-benzo[d]imidazole-5-carboxylic acid